1,8-dimethoxy-3-(4-(methyl-sulfonyl)piperidine-1-carbonyl)anthracene-9,10-dione COC1=CC(=CC=2C(C3=CC=CC(=C3C(C12)=O)OC)=O)C(=O)N1CCC(CC1)S(=O)(=O)C